C1(CC1)C1=NC=NC(=C1C1=NC(=CC2=C1N=CN2C2OCCCC2)NCC2=CC=C(C=C2)N2N=C(C=C2C)C(F)(F)F)OC 4-(4-cyclopropyl-6-methoxypyrimidin-5-yl)-N-(4-(5-methyl-3-(trifluoromethyl)-1H-pyrazol-1-yl)benzyl)-1-(tetrahydro-2H-pyran-2-yl)-1H-imidazo[4,5-c]pyridin-6-amine